FC=1C=C(C=NC1OC)N1N=C(C2=C1CCOCC2)C=2C=NN(C2)CC2C[C@H](N([C@H](C2)C)C(=O)OC(C)(C)C)C (2R,4r,6S)-tert-Butyl 4-((4-(1-(5-fluoro-6-methoxypyridin-3-yl)-4,5,7,8-tetrahydro-1H-oxepino[4,5-c]pyrazol-3-yl)-1H-pyrazol-1-yl)methyl)-2,6-dimethylpiperidine-1-carboxylate